ClC1=C2C=CN=C(C2=CC(=C1)NC(=O)C=1C=NN(C1C(F)(F)F)C=1C=2C3=C(C(NC3=CC1)=O)C=CC2)C(F)(F)F N-(5-chloro-1-trifluoromethylisoquinolin-7-yl)-1-(2-oxo-1,2-dihydrobenzo[cd]indol-6-yl)-5-Trifluoromethyl-1H-pyrazole-4-carboxamide